2-amino-N-[(2R)-1-[(3R)-3-benzyl-3-[dimethylamino(methyl)carbamoyl]piperidin-1-yl]-3-(1H-indol-3-yl)-1-oxopropan-2-yl]-2-methylpropanamide NC(C(=O)N[C@@H](C(=O)N1C[C@](CCC1)(C(N(C)N(C)C)=O)CC1=CC=CC=C1)CC1=CNC2=CC=CC=C12)(C)C